C1(=CC=CC=C1)S(=O)(=O)O.COC=1C=C(C=CC1OC)CC(C(CC(=O)O)C)C1NCCC2=CC(=C(C=C12)OC)OC 1-[(3,4-dimethoxyphenyl)-methyl]-1,2,3,4-tetrahydro-6,7-dimethoxy-2-methyl-2-carboxymethyl-ethyl-isoquinoline benzenesulfonate